2,4-dihydroxy-5-methylpyrimidine OC1=NC=C(C(=N1)O)C